4-((4,4,4-trifluoro-3-hydroxy-3-methylbutyl)thio)butanoate FC(C(CCSCCCC(=O)[O-])(C)O)(F)F